ClC=1C=C(C=CC1)C(=O)N1CC2=C(NC=3C=CC(=CC23)C2=C(C=CC=C2)C)CC1 (3-chlorophenyl)(8-(o-tolyl)-1,3,4,5-tetrahydro-2H-pyrido[4,3-b]indol-2-yl)methanone